(S)-4-((3,4-difluorophenyl)((6-fluoro-8-methyl-4-oxochroman-7-yl)oxy)methyl)benzamide FC=1C=C(C=CC1F)[C@H](C1=CC=C(C(=O)N)C=C1)OC1=C(C=C2C(CCOC2=C1C)=O)F